N-(2-iodophenyl)benzamide Glyceryl-Palmitate C(C(O)CO)OC(CCCCCCCCCCCCCCC)=O.IC1=C(C=CC=C1)NC(C1=CC=CC=C1)=O